NC1=NC(=C(C(=N1)NCCCC)CC=1C=C(C=CC1OC)CO)C (3-((2-amino-4-(butylamino)-6-methylpyrimidin-5-yl)methyl)-4-methoxyphenyl)methanol